4-(3-allylthioureido)benzamide C(C=C)NC(NC1=CC=C(C(=O)N)C=C1)=S